6-amino-4-bromo-1H-indazole-7-carboxylic acid NC1=CC(=C2C=NNC2=C1C(=O)O)Br